COC1=CC=C(C=C1)[C@@H]1COCC(N1C(=O)N[C@H](CC)C)(C)C |&1:8| (5R) AND (5S)-5-(4-Methoxyphenyl)-3,3-dimethyl-N-[(1S)-1-methylpropyl]morpholine-4-carboxamide